5-((1-(4'-chloro-[1,1'-biphenyl]-2-carbonyl)azetidin-3-yl)methyl)-1-oxoisoindole ClC1=CC=C(C=C1)C=1C(=CC=CC1)C(=O)N1CC(C1)CC=1C=C2C=NC(C2=CC1)=O